(1-{2,6-difluoro-4-[4-(3-methyl-butoxy)-pyrimidin-2-yl]Phenyl}-piperidin-4-yl)Acetic acid ethyl ester C(C)OC(CC1CCN(CC1)C1=C(C=C(C=C1F)C1=NC=CC(=N1)OCCC(C)C)F)=O